FC(CC1(CCC2(OCCO2)CC1)C1=CC=CC=C1)F 8-(2,2-Difluoroethyl)-8-phenyl-1,4-dioxaspiro[4.5]decane